(S)-N-(3-((4-hydroxy-1-(3-phenylbutyryl)piperidin-4-yl)methyl)-4-oxo-3,4-dihydroquinazolin-7-yl)-3-(4-methylpiperazin-1-yl)acrylamide OC1(CCN(CC1)C(C[C@H](C)C1=CC=CC=C1)=O)CN1C=NC2=CC(=CC=C2C1=O)NC(C=CN1CCN(CC1)C)=O